FC(C)(F)C1=CC=CC(=N1)N1N=CC2=CC(=CC=C12)C(=O)N[C@H]1[C@H]2CC[C@@H](C1)N2CC2=CC=C(C=C2)OC 1-(6-(1,1-difluoroethyl)pyridin-2-yl)-N-((1R,2R,4S)-7-(4-methoxybenzyl)-7-azabicyclo[2.2.1]heptan-2-yl)-1H-indazole-5-carboxamide